FC=1C=C(C=C(C1)F)[C@H]1N(CC[C@H](C1)NC)C(=O)N1CC2(CCCC2)[C@@H](CC1)CN1C=NC(=CC1=O)C1=C(C=CC=C1)F 3-(((R)-7-((2S,4R)-2-(3,5-Difluorophenyl)-4-(methylamino)piperidine-1-carbonyl)-7-azaspiro[4.5]decan-10-yl)methyl)-6-(2-fluorophenyl)pyrimidin-4(3H)-one